[3-[1-[2-[(2R)-2-(2-benzyloxyethoxy)propoxy]ethyl]pyrazol-4-yl]-1-tetrahydropyran-2-yl-indazol-5-yl]oxy-tert-butyl-dimethyl-silane C(C1=CC=CC=C1)OCCO[C@@H](COCCN1N=CC(=C1)C1=NN(C2=CC=C(C=C12)O[Si](C)(C)C(C)(C)C)C1OCCCC1)C